NC1=NC=CC=C1C1=NC2=C(N1C1=CC=C(C=C1)C1CN(C1)CC1CCC(CC1)C(=O)O)C=C(C=C2)C2=CC=CC=C2 (1r,4r)-4-((3-(4-(2-(2-aminopyridin-3-yl)-6-phenyl-1H-benzo[d]imidazol-1-yl)phenyl)azetidin-1-yl)methyl)cyclohexane-1-carboxylic acid